5-Amino-8-(2-furyl)-1-methyl-3-[2-[4-[4-(trifluoromethyl)thiazol-2-yl]piperazin-1-yl]ethyl][1,2,4]triazolo[5,1-f]purin-2-one NN1C=NC(=C2N3C(N=C12)N(C(N3C)=O)CCN3CCN(CC3)C=3SC=C(N3)C(F)(F)F)C=3OC=CC3